6-bromo-4-(2,2-difluoroethoxy)quinoline-2-carboxylic acid methyl ester COC(=O)C1=NC2=CC=C(C=C2C(=C1)OCC(F)F)Br